3-({[7-(phenylamino)-3,4-dihydro-2H-1-benzopyran-4-yl]methyl}amino)pyridine-4-carboxylic acid C1(=CC=CC=C1)NC1=CC2=C(C(CCO2)CNC=2C=NC=CC2C(=O)O)C=C1